ClC=1C=NC(=NC1)NC1=C(C(=C(C=C1)N1CC2N(CC1)CCC2)F)OC 5-chloro-2-((3-fluoro-4-(hexahydropyrrolo[1,2-a]pyrazin-2(1H)-yl)-2-methoxyphenyl)amino)pyrimidin